C(=CCCCCCCCCCCCCCC)[Si](OCC)(OCC)OCC hexadecenyl-triethoxysilane